N-(4-(Benzylamino)-2-chlorophenyl)-5-chloro-2-hydroxybenzamide C(C1=CC=CC=C1)NC1=CC(=C(C=C1)NC(C1=C(C=CC(=C1)Cl)O)=O)Cl